C1(CCCC1)N(C(OC(C)(C)C)=O)CC(=O)NC=1C=NC(=C(C1)NC(=O)C=1C=NN2C1C=NC(=C2)C=2C=NN(C2)C2CC2)C tert-butyl cyclopentyl(2-((5-(6-(1-cyclopropyl-1H-pyrazol-4-yl)pyrazolo[1,5-a]pyrazine-3-carboxamido)-6-methylpyridin-3-yl)amino)-2-oxoethyl)carbamate